CN(CCCNC(=O)NCCC[Si](OCC)(OCC)OCC)C 1-(3-(dimethylamino)propyl)-3-(3-(triethoxysilyl)propyl)urea